COC/C=C/C1=CC=CC=C1 (E)-(3-methoxyprop-1-en-1-yl)benzene